FC1=CC2=C(N(OCCC2)[C@H]2NCCC2)C=C1 (R)-2-((S)-7-fluoro-1,3,4,5-tetrahydrobenzo[c]oxazepin-1-yl)pyrrolidine